(R)-3-((5-bromopyridin-2-yl) carbamoyl)-3-fluoropiperidine-1-carboxylate BrC=1C=CC(=NC1)NC(=O)[C@@]1(CN(CCC1)C(=O)[O-])F